2-(2-methoxy-5-(methylamino)pyridin-3-yl)-N,N-dimethyl-acetamide hydrochloride Cl.COC1=NC=C(C=C1CC(=O)N(C)C)NC